4-(4-(2-methyl-2H-indazol-4-yl)phenyl)-N-(pyridin-3-yl)butanamide CN1N=C2C=CC=C(C2=C1)C1=CC=C(C=C1)CCCC(=O)NC=1C=NC=CC1